BrC(C(=O)O[C@H](C)C1=NC=2C(=C3C(=NC2)N(C=C3)C(=O)OC(C)(C)C)N1N1CCC(CC1)CC#N)(C)C tert-butyl (R)-2-(1-((2-bromo-2-methylpropionyl)oxy)ethyl)-1-(4-cyanomethylpiperidin-1-yl)imidazo[4,5-d]pyrrolo[2,3-b]pyridin-6(1H)-carboxylate